[2-(3-amino-5-fluoro-1-piperidinyl)-4-(4-fluorophenyl)cyclopentyloxy]-5-methyl-pyridazine-3-carbonitrile NC1CN(CC(C1)F)C1C(CC(C1)C1=CC=C(C=C1)F)OC1=C(N=NC=C1C)C#N